CC1=C(C=CC=C1)C1=C(C=C(C=C1)C1=CC=C(C=C1)C1=CC=CC=C1)C 2,2'-dimethyl-p-quaterphenyl